(3S)-tert-butyl 4-((3R)-9-chloro-10-(2,4-difluorophenyl)-3-methyl-5-oxo-3,5-dihydro-2H-[1,4]thiazino[2,3,4-ij]quinazolin-7-yl)-3-methylpiperazine-1-carboxylate ClC=1C=C2C(=NC(N3C2=C(C1C1=C(C=C(C=C1)F)F)SC[C@H]3C)=O)N3[C@H](CN(CC3)C(=O)OC(C)(C)C)C